2-(5-octyloxy-2H-benzotriazole-2-yl)-4,6-di-tert-butylphenol C(CCCCCCC)OC1=CC=2C(=NN(N2)C2=C(C(=CC(=C2)C(C)(C)C)C(C)(C)C)O)C=C1